CC1(CCCC1)CN1N=CC(=C1)C=1C=CC(=NC1C=1C=C2C(=NC1)COC2=O)C#N 5-(1-((1-methylcyclopentyl)methyl)-1H-pyrazol-4-yl)-6-(5-oxo-5,7-dihydrofuro[3,4-b]pyridin-3-yl)picolinonitrile